BrC1=C(C=C(C(=C1)CC#N)Br)CC#N 2,5-dibromobenzene-1,4-diacetonitrile